rac-(3S)-1-[6-[2-(5-chloro-2-fluoro-phenyl)imidazo[1,2-a]pyridin-3-yl]-3-quinolyl]-N,N-dimethyl-pyrrolidin-3-amine ClC=1C=CC(=C(C1)C=1N=C2N(C=CC=C2)C1C=1C=C2C=C(C=NC2=CC1)N1C[C@H](CC1)N(C)C)F |r|